FC1=C(C=CC(=C1)F)N1N=C(C(C1(C(=O)OC)C)C1=CSC=C1)C1=CC=C(C=C1)F methyl 1-(2,4-difluorophenyl)-3-(4-fluorophenyl)-5-methyl-4-(thiophen-3-yl)-4,5-dihydro-1H-pyrazole-5-carboxylate